4-[cyclopropyl-[4-(5,6,7,8-tetrahydro-1,8-naphthyridin-2-yl)butyl]amino]-2-[[2-hydroxy-2-phenyl-acetyl]amino]butanoic acid C1(CC1)N(CCC(C(=O)O)NC(C(C1=CC=CC=C1)O)=O)CCCCC1=NC=2NCCCC2C=C1